ethyl 3-[(6-bromo-5-fluoro-1-methyl-indazol-3-yl)-cyano-amino]propanoate BrC1=C(C=C2C(=NN(C2=C1)C)N(CCC(=O)OCC)C#N)F